FC(C(=O)O)(F)F.NC=1C2=C(N=CN1)N(C1=C2C=2C(C(CC1)O)=C(ON2)C2CC2)C2CC=CC2 11-amino-7-(cyclopent-3-en-1-yl)-3-cyclopropyl-4,5,6,7-tetrahydro-isoxazolo[4'',3'':6',7']cyclohepta[1',2':4,5]pyrrolo[2,3-d]pyrimidin-4-ol 2,2,2-trifluoroacetate